C(CCCCCCCCCCCCCCCCC)C=1C(=C(C(=CC1CC)C(C)(C)C)O)C(C)(C)C stearyl-2,6-di-t-butyl-4-ethylphenol